C1(CC1)NC1(CCCCCC1)CC1=C(C(=O)N)C=CC(=C1)C#CC1=NC=CC=C1 ((1-(cyclopropylamino)cycloheptyl)methyl)-4-(pyridin-2-ylethynyl)benzamide